(3S,4S)-1-ethyl-4-((3-ethyl-4-methylbenzyl)oxy)pyrrolidin C(C)N1CC[C@@H](C1)OCC1=CC(=C(C=C1)C)CC